7-[3-(6-methoxypyridin-2-ylamino)azetidin-1-yl]-5-methyl-4-oxo-1-(1,2,4-thiadiazol-5-yl)-1,4-dihydro-1,8-naphthyridine-3-carboxylic acid COC1=CC=CC(=N1)NC1CN(C1)C1=CC(=C2C(C(=CN(C2=N1)C1=NC=NS1)C(=O)O)=O)C